O(C1=C(C=C(C(=O)O)C=C1)O)C1=C(C=C(C(=O)O)C=C1)O 4,4'-Oxybis(3-hydroxybenzoic acid)